N1N=CC2=CC(=CC=C12)NC(=O)C12C(C(=NO1)C=1C=NC=CC1)C1CCC2C1 N-(1H-Indazol-5-yl)-3-(pyridin-3-yl)-3a,4,5,6,7,7a-hexahydro-4,7-methanobenzo[d]isoxazole-7a-carboxamide